COC1=CC=C(CN2C(C3=CC(=CC(=C3C2C2=C(C=CC=C2)C)N(C(=O)C2=NSC3=C2C=CC=C3)C)COC)=O)C=C1 N-(2-(4-methoxybenzyl)-6-(methoxymethyl)-1-oxo-3-(o-tolyl)isoindolin-4-yl)-N-methylbenzo[d]isothiazole-3-carboxamide